3-[tert-butyl(dimethyl)silyl]oxy-3-methyl-butyl-6-methoxy-7-methyl-pyrazolo[1,5-a]pyridin-5-amine [Si](C)(C)(C(C)(C)C)OC(CCC1=NN2C(C=C(C(=C2C)OC)N)=C1)(C)C